(1S,3R,4S,5R)-5-[[4-cyclopropyl-1-(2,6-dichlorophenyl)-1H-pyrazol-5-yl]methoxy]-3-methyl-2-azabicyclo[2.2.1]heptane C1(CC1)C=1C=NN(C1CO[C@H]1[C@@H]2[C@H](N[C@H](C1)C2)C)C2=C(C=CC=C2Cl)Cl